C[Si]1(O[Si](O[Si](O[Si](O[Si](O1)(C)C=C)(C)C=C)(C)C=C)(C)C=C)C=C 2,4,6,8,10-pentamethylpentavinylcyclopentasiloxane